5-(methoxymethyl)-2,7,14-trimethyl-1,4,7,11,14-pentaazacyclooctadecane COCC1NCC(NCCCCN(CCNCCCN(C1)C)C)C